2-(1-bromoethyl)-5-fluoro-3-phenylquinazolin-4(3H)-one BrC(C)C1=NC2=CC=CC(=C2C(N1C1=CC=CC=C1)=O)F